NC=1C2=C(N=CN1)N(C1=C2C=C(N=C1C)C(F)(F)F)CC(=O)N1[C@@H]2C[C@@H]2C[C@H]1C(=O)NC1=NC(=CC=C1)Br (1R,3S,5R)-2-(2-(4-amino-8-methyl-6-(trifluoromethyl)-9H-pyrido[4',3':4,5]pyrrolo[2,3-d]pyrimidin-9-yl)acetyl)-N-(6-bromopyridin-2-yl)-2-azabicyclo[3.1.0]hexane-3-carboxamide